N,N-Dimethyl-4-(3-(4,4,5,5-tetramethyl-1,3,2-dioxaborolan-2-yl)cyclopent-3-en-1-yl)aniline CN(C1=CC=C(C=C1)C1CC(=CC1)B1OC(C(O1)(C)C)(C)C)C